(R)-4-chloro-3-hydroxybutyrate ClC[C@@H](CC(=O)[O-])O